N-[(6-Amino-2-pyridyl)sulfonyl]-6-(4-chlorophenyl)-2-(2,2,4-trimethylpyrrolidin-1-yl)pyridin-3-carboxamid NC1=CC=CC(=N1)S(=O)(=O)NC(=O)C=1C(=NC(=CC1)C1=CC=C(C=C1)Cl)N1C(CC(C1)C)(C)C